CN(C[C@H](C[C@@H](C(C)C)N1CC2(C1)CN(CC2)C=2N=CN=NC2OC2=C(C(=O)N(C(C)C)C(C)C)C=C(C=C2)F)O)C 2-((5-(2-((3S,5S)-6-(dimethylamino)-5-hydroxy-2-methylhex-3-yl)-2,6-diazaspiro[3.4]oct-6-yl)-1,2,4-triazin-6-yl)oxy)-5-fluoro-N,N-diisopropylbenzamide